Cl.NC\C=C(\CN1N=NC2=C1C=C(C=C2C2=CC(=C(C=C2)OC)S(N(C)C)(=O)=O)C(=O)NOC)/F (Z)-1-(4-amino-2-fluorobut-2-en-1-yl)-4-(3-(N,N-dimethylsulfamoyl)-4-methoxyphenyl)-N-methoxy-1H-benzo[d][1,2,3]triazole-6-carboxamide hydrochloride